C(C)(C)(C)N1CC(C1)C#C tert-butyl-3-ethynylazetidine